C(C)(=O)ON1CCN(CC1)C1=CC(=C(C=C1)Cl)Cl (4-(3,4-dichlorophenyl) piperazin-1-yl) acetate